2-methyl-2-pyrazolo[1,5-a]pyridin-6-yloxy-propan-1-ol CC(CO)(C)OC=1C=CC=2N(C1)N=CC2